5-(thien-2-yloxy)isobenzofuran-1,3-dione S1C(=CC=C1)OC=1C=C2C(OC(C2=CC1)=O)=O